N[C@H](C(=O)N1[C@@H](C[C@H](C1)OC)C(=O)N[C@@H](C)C1=CC=C(C=C1)C1=C(N=CS1)C)C(C)(C)C (2S,4R)-1-((S)-2-amino-3,3-dimethylbutyryl)-4-methoxy-N-((S)-1-(4-(4-methylthiazol-5-yl)phenyl)ethyl)pyrrolidine-2-carboxamide